tert-butyl 3-(4-iodo-1-(4-(trifluoromethoxy)phenyl)-1H-pyrazolo[3,4-b]pyridin-3-yl)azetidine-1-carboxylate IC1=C2C(=NC=C1)N(N=C2C2CN(C2)C(=O)OC(C)(C)C)C2=CC=C(C=C2)OC(F)(F)F